C(=CC1=CC=CC=C1)C1=CC2=CC3=CC=C(C=C3C=C2C=C1)C=CC1=CC=CC=C1 2,6-distyrylanthracene